octanoic acid heptadec-9-yl ester (4-nitrophenyl)carbonate [N+](=O)([O-])C1=CC=C(C=C1)OC(O)=O.CCCCCCCCC(CCCCCCCC)OC(CCCCCCC)=O